FC(C1=CC=C(C=C1)C1=NN(C2=CC=CC=C12)C1CN(CC1)C(C=C)=O)(F)F 1-(3-(3-(4-(trifluoromethyl)phenyl)-1H-indazol-1-yl)pyrrolidin-1-yl)prop-2-en-1-one